N1N=NN=C1C1=CC=C(C=C1)NC(CCCN1C(S\C(\C1=O)=C/C1=CC=C(C=C1)C(F)(F)F)=O)=O (Z)-N-(4-(1H-tetrazol-5-yl)phenyl)-4-(2,4-dioxo-5-(4-(trifluoromethyl)benzylidene)thiazolidin-3-yl)butanamide